C(CCCCCCCCCC)(=O)OOC1=CC=C(C=C1)C=1C(=NC(=CC1)OCC1=CC=CC=C1)OCC1=CC=CC=C1 (4-(2,6-bis(benzyloxy) pyridine-3-yl) phenoxy) undecanoate